ClC1=C(C=C(C=C1N1CCNCC1)C#N)NC1=NC=2N(C(=N1)N[C@H]1[C@H](C1)F)N=CC2C#N 2-((2-chloro-5-cyano-3-(piperazin-1-yl)phenyl)amino)-4-(((1R,2S)-2-fluorocyclopropyl)amino)pyrazolo[1,5-a][1,3,5]triazine-8-carbonitrile